N-(4-{[6-(5-chloro-2-fluorophenyl)-3-{[(5-methyl-2-oxo-2H-1,3-dioxol-4-yl)methyl]sulfanyl}pyridazin-4-yl]amino}pyridin-2-yl)-3-(4-methylpiperazin-1-yl)propanamide ClC=1C=CC(=C(C1)C1=CC(=C(N=N1)SCC=1OC(OC1C)=O)NC1=CC(=NC=C1)NC(CCN1CCN(CC1)C)=O)F